[Si](C)(C)(C(C)(C)C)O\C(\C(C(=O)OCC)=[N+]=[N-])=C/CC ethyl (Z)-3-[tert-butyl(dimethyl)silyl]oxy-2-diazo-hex-3-enoate